ClC=1C(=NC(=NC1)NC1=C(C=C(C(=O)NCC(=O)OCC)C=C1)OC)C1=NN(C=C1)C(C)C ethyl (4-((5-chloro-4-(1-isopropyl-1H-pyrazolyl)pyrimidin-2-yl)amino)-3-methoxybenzoyl)glycinate